1-((3-((1R,5S,6r)-3-(3-fluorophenyl)-3-azabicyclo[3.1.0]hexan-6-yl)-1,2,4-oxadiazol-5-yl)methyl)-7-methyl-1,7-dihydro-6H-purin-6-one FC=1C=C(C=CC1)N1C[C@H]2C([C@H]2C1)C1=NOC(=N1)CN1C=NC=2N=CN(C2C1=O)C